2-((1r,4r)-4-((5-(4'-(1-(2-(azetidin-1-yl)ethyl)-1H-1,2,4-triazol-3-yl)-[1,1'-biphenyl]-4-yl)-6-chloro-1H-imidazo[4,5-b]pyridin-2-yl)oxy)cyclohexyl)acetic acid N1(CCC1)CCN1N=C(N=C1)C1=CC=C(C=C1)C1=CC=C(C=C1)C1=C(C=C2C(=N1)N=C(N2)OC2CCC(CC2)CC(=O)O)Cl